3-amino-N-[(3R)-7-[(3S,4S)-3-amino-4-(methoxymethyl)pyrrolidin-1-yl]-5-fluoro-3,4-dihydro-2H-1-benzopyran-3-yl]-6-methylthieno[2,3-b]pyridine-2-carboxamide NC1=C(SC2=NC(=CC=C21)C)C(=O)N[C@H]2COC1=C(C2)C(=CC(=C1)N1C[C@H]([C@H](C1)COC)N)F